6-Fluoro-2-(hydroxymethyl)-1-(tetrahydro-2H-pyran-4-yl)quinolin-4(1H)-one FC=1C=C2C(C=C(N(C2=CC1)C1CCOCC1)CO)=O